ClC1=CC=C(C=C1)NC(=O)NC1=CC(=C(C=C1)OC)C=1N(N=CC1F)C 1-(4-Chloro-phenyl)-3-[3-(4-fluoro-2-methyl-2H-pyrazol-3-yl)-4-methoxy-phenyl]-urea